C(CCCCC(=O)OCCCCCCCC)(=O)OCCCCCCCC Di-octyl Adipate